3-(methoxy(methyl)amino)-3-oxopropanoic acid CON(C(CC(=O)O)=O)C